(S)-(4-(3-(3-fluoropyridin-2-yloxy)pyrrolidin-1-yl)-3-(2-hydroxyethyl)phenyl)(p-tolyl)methanone FC=1C(=NC=CC1)O[C@@H]1CN(CC1)C1=C(C=C(C=C1)C(=O)C1=CC=C(C=C1)C)CCO